Cl.CC=1C=C(OC2CC(C2)NCC2=C3C=CN=CC3=CC=C2F)C=CC1C (1r,3r)-3-(3,4-dimethylphenoxy)-N-((6-fluoroisoquinolin-5-yl)methyl)cyclobutan-1-amine hydrochloride